C(C=C)OC(C(=O)O)=C allyloxyacrylic acid